1-(4-(5-(2-chlorophenyl)-8-(3-(dimethylamino)azetidin-1-yl)-3,4-dihydro-2H-pyrano[2,3-f]quinazolin-10-yl)piperazin-1-yl)prop-2-en-1-one ClC1=C(C=CC=C1)C1=C2C(=C3C(=NC(=NC3=C1)N1CC(C1)N(C)C)N1CCN(CC1)C(C=C)=O)OCCC2